4-chloro-6-amino-1-butylpyrazolo[3,4-d]pyrimidine ClC1=C2C(=NC(=N1)N)N(N=C2)CCCC